N1(C=NC=C1)CCCNCC=1C=C2C=3CCCCC3NC2=CC1 3-(1H-imidazol-1-yl)-N-((2,3,4,9-tetrahydro-1H-carbazol-6-yl)methyl)propylamine